Cl.ClC1=NC2=CC=C(C=C2C=C1)N[C@H]1CNCC1 (R)-2-chloro-N-(pyrrolidin-3-yl)quinolin-6-amine hydrochloride